C(C)(C)(C)N(CCC(C=CC=C)=C)C(C)(C)C 1-di-tert-butylamino-3-methylenehept-4,6-diene